N-(6-((5-bromo-2-((2,5-dichloro-4-(4-(4-methylpiperazin-1-yl)piperidin-1-yl)Phenyl)amino)pyrimidin-4-yl)amino)-2,3-dihydrobenzofuran-5-yl)methanesulfonamide BrC=1C(=NC(=NC1)NC1=C(C=C(C(=C1)Cl)N1CCC(CC1)N1CCN(CC1)C)Cl)NC1=CC2=C(CCO2)C=C1NS(=O)(=O)C